C1(CC1)C=1C(=C2C=NNC2=CC1C)C1=C(C=2N=C(N=C(C2C=N1)N1C[C@@](CCC1)(O)C)OC[C@]12CCCN2C[C@@H](C1)OC)F (3R)-1-(7-(5-cyclopropyl-6-methyl-1H-indazol-4-yl)-8-fluoro-2-(((2R,7aS)-2-methoxytetrahydro-1H-pyrrolizin-7a(5H)-yl)methoxy)pyrido[4,3-d]pyrimidin-4-yl)-3-methylpiperidin-3-ol